2-((1R,5S,6S)-6-(3-chloro-4-methylphenyl)-3-azabicyclo[3.1.0]hexane-3-carbonyl)-7-oxa-5-azaspiro[3.4]octan-6-one ClC=1C=C(C=CC1C)C1[C@@H]2CN(C[C@H]12)C(=O)C1CC2(C1)NC(OC2)=O